3-isopropyl-6-(2-methylphenyl)chromanone C(C)(C)C1C(OC2=CC=C(C=C2C1)C1=C(C=CC=C1)C)=O